FC(OC1=NC=CC(=C1)CNC(=O)NC12CC(C1)(C2)C(F)(F)F)(F)F 1-(2-trifluoromethoxy-pyridin-4-ylmethyl)-3-(3-trifluoromethyl-bicyclo[1.1.1]pent-1-yl)-urea